(R)-7-bromo-2-(1-cyclopropyl-2-hydroxyethyl)isoindolin-1-one BrC=1C=CC=C2CN(C(C12)=O)[C@@H](CO)C1CC1